(E)-N-(5-((4-(1H-pyrrolo[2,3-b]pyridin-1-yl)pyrimidin-2-yl)amino)-2-(dimethylamino)-4-methoxyphenyl)-4-(pyrrolidin-1-yl)but-2-enamide N1(C=CC=2C1=NC=CC2)C2=NC(=NC=C2)NC=2C(=CC(=C(C2)NC(\C=C\CN2CCCC2)=O)N(C)C)OC